(S)-4-((2-(3,5-dimethyl-1H-pyrazol-1-yl)ethyl)(4-(5,6,7,8-tetrahydro-1,8-naphthyridin-2-yl)butyl)amino)-2-(pyridin-2-ylamino)butanoic acid CC1=NN(C(=C1)C)CCN(CC[C@@H](C(=O)O)NC1=NC=CC=C1)CCCCC1=NC=2NCCCC2C=C1